N-ethyl-N,N-dioctadecyl-ammonium tetrakis(perfluoronaphthalen-2-yl)borate FC1=C(C(=C(C2=C(C(=C(C(=C12)F)F)F)F)F)F)[B-](C1=C(C2=C(C(=C(C(=C2C(=C1F)F)F)F)F)F)F)(C1=C(C2=C(C(=C(C(=C2C(=C1F)F)F)F)F)F)F)C1=C(C2=C(C(=C(C(=C2C(=C1F)F)F)F)F)F)F.C(C)[NH+](CCCCCCCCCCCCCCCCCC)CCCCCCCCCCCCCCCCCC